ClC=1C=C(/C=C/S(=O)(C2=NC=CC=C2)=N)C=CC1 (E)-(3-chlorostyryl)(imino)(pyridin-2-yl)-lambda6-sulfanone